N-(4-(aminomethyl)phenyl)-2-(4-(trifluoromethyl)piperidin-1-yl)aniline NCC1=CC=C(C=C1)NC1=C(C=CC=C1)N1CCC(CC1)C(F)(F)F